CC1=CC(=NC=C1)C(=O)[O-] 4-methylpicolinate